3-((4-(hydroxymethyl)pyridin-3-yl)amino)piperidine-2,6-dione OCC1=C(C=NC=C1)NC1C(NC(CC1)=O)=O